2-(2-(((2S,4R)-1-(((1-methylazetidin-3-yl)oxy)carbonyl)-4-((4-(nonanoyloxy)-3-((nonanoyloxy)methyl)butanoyl)oxy)pyrrolidin-2-yl)methoxy)-2-oxoethyl)propane-1,3-diyl dinonanoate C(CCCCCCCC)(=O)OCC(COC(CCCCCCCC)=O)CC(=O)OC[C@H]1N(C[C@@H](C1)OC(CC(COC(CCCCCCCC)=O)COC(CCCCCCCC)=O)=O)C(=O)OC1CN(C1)C